[(2S)-1,4-dioxan-2-yl]methoxyl-5-fluoro-3-(pyridin-2-yl)-1H-pyrrolo[3,2-b]pyridine O1[C@@H](COCC1)CON1C=C(C2=NC(=CC=C21)F)C2=NC=CC=C2